Manganese-Iron-Aluminum [Al].[Fe].[Mn]